CC=1C=C2C=NNC2=C(C1)S(=O)(=O)N1[C@@H](CC1)C(=O)NC1=CC(N(C=C1)C)=O (S)-1-((5-methyl-1H-indazol-7-yl)sulfonyl)-N-(1-methyl-2-oxo-1,2-dihydropyridin-4-yl)azetidine-2-carboxamide